Butyl ((5,6,7,8-tetrahydro-2,6-naphthyridin-3-yl)methyl)carbamate C1=NC(=CC=2CNCCC12)CNC(OCCCC)=O